2,4,6-trimethylphenyl trifluoromethanesulfonate FC(S(=O)(=O)OC1=C(C=C(C=C1C)C)C)(F)F